5-(2-chlorocyclopropyl)-11-(piperazin-1-yl)-5H-dibenzo[b,e][1,4]diazepine ClC1C(C1)N1C2=C(N=C(C3=C1C=CC=C3)N3CCNCC3)C=CC=C2